(S)-(7-Chloro-1H-benzo[d]imidazol-2-yl)(3-(1-methyl-1H-pyrazol-4-yl)-3,4-dihydroisoquinolin-2(1H)-yl)methanone ClC1=CC=CC2=C1NC(=N2)C(=O)N2CC1=CC=CC=C1C[C@H]2C=2C=NN(C2)C